nitrosylsulfur N(=O)[S]